1,1'-(5-methyl-1,3-phenylene)bis(1H-imidazole) CC=1C=C(C=C(C1)N1C=NC=C1)N1C=NC=C1